3,3-diethoxyprop-1-en C(C)OC(C=C)OCC